C(C1=CC=CC=C1)OC1=CC2=C(C(N3[C@H](C(N2COCC[Si](C)(C)C)=O)CC2(C3)CC2)=O)C=C1OC (11a'S)-8'-(Benzyloxy)-7'-methoxy-10'-{[2-(trimethylsilyl)ethoxy]methyl}-1'H-spiro[cyclopropane-1,2'-pyrrolo[2,1-c][1,4]benzodiazepine]-5',11'(10'H,11a'H)-dione